C1(=CC=CC2=CC3=CC4=CC=CC=C4C=C3C=C12)C=O tetracenealdehyde